1-{2-[(azetidine-1-carbonyl)amino]acetyl}-N-{[5-(3,3-difluorocyclobutyl)pyridin-2-yl](phenyl)methyl}-4-fluoropyrrolidine-2-carboxamide N1(CCC1)C(=O)NCC(=O)N1C(CC(C1)F)C(=O)NC(C1=CC=CC=C1)C1=NC=C(C=C1)C1CC(C1)(F)F